FC1=C(C(=C(C(=C1[B-](C1=C(C(=C(C(=C1F)F)F)F)F)(C1=C(C(=C(C(=C1F)F)F)F)F)C1=C(C(=C(C(=C1F)F)F)F)F)F)F)F)F.C1(=CC=CC=C1)[S+](C1=CC=C(C=C1)SC1=CC=CC=C1)C1=CC=CC=C1 diphenyl[4-(phenylthio)phenyl]sulfonium tetrakis(pentafluorophenyl)borate